2-chloro-6-(6-(3-methyl-2-oxoimidazolin-1-yl)-2-azabicyclo[2.2.1]heptan-2-yl)nicotinonitrile ClC1=C(C#N)C=CC(=N1)N1C2C(CC(C1)C2)N2C(N(CC2)C)=O